2-(3-methoxy-4-(4,4,5,5-tetramethyl-1,3,2-dioxaborolan-2-yl)phenyl)-3,5,7,8-tetrahydro-4H-thiopyrano[4,3-d]pyrimidin-4-one COC=1C=C(C=CC1B1OC(C(O1)(C)C)(C)C)C=1NC(C2=C(N1)CCSC2)=O